5-androstene C[C@@]12CCC[C@H]1[C@@H]1CC=C3CCCC[C@]3(C)[C@H]1CC2